C(C)OC(=O)C1=CN(C2=CC(=C(C=C2C1=O)Cl)F)C1=CN=C2C(=N1)COC2 6-chloro-7-fluoro-1-[5H,7H-furo[3,4-b]pyrazin-2-yl]-4-oxoquinoline-3-carboxylic acid ethyl ester